N-[3-(2,6-DIMETHYL-4-PROP-1-YNYL-PHENYL)-2,4-DIOXO-SPIRO[5.5]UNDECAN-9-YL]ACETAMIDE CC1=C(C(=CC(=C1)C#CC)C)C1C(CC2(CC1=O)CCC(CC2)NC(C)=O)=O